C[C@@]12CC(C([C@]1(CC(=O)[C@]3([C@H]2CC=C4C3C=C(C(=O)C4(C)C)O)C)C)C(C)(C(=O)/C=C/C(C)(C)O)O)O 2,16α,20,25-Tetrahydroxy-9-methyl-19-Nor-9β,10α-lanosta-1,5,23-triene-3,11,22-trione